C1(CCCCC1)[C@@H]1[C@@H](C2=CC=C(C=C2CC1)O)C1=CC=C(C=C1)N1CCCCC1 1-(4-((1R,2R)-2-Cyclohexyl-6-hydroxy-1,2,3,4-tetrahydronaphthalen-1-yl)phenyl)piperidine